6-(tert-butyl)-2-oxo-10-(2-(2-oxopyrrolidin-1-yl)ethoxy)-6,7-dihydro-2H-pyrido[2',1':3,4]pyrazino[1,2-b]indazole-3-carboxylic acid ethyl ester C(C)OC(=O)C=1C(C=C2N(C(CN3N=C4C(=CC=CC4=C32)OCCN3C(CCC3)=O)C(C)(C)C)C1)=O